C(C)(=O)[C@@H]1CC=CC[C@@]1(C(=O)O)C (1S,6R)-6-ACETYL-1-METHYL-3-CYCLOHEXENE-1-CARBOXYLIC ACID